FC=1C=C(C=C(C1)F)C[C@@H](C(=O)OCCCCCCCCCCCCCCCCCCCCC)N[P@](=O)(OC1=CC=CC=C1)OC1=C(C(=C(C(=C1F)F)F)F)F henicosyl (S)-3-(3,5-difluorophenyl)-2-(((S)-(perfluorophenoxy)(phenoxy)phosphoryl)amino)propanoate